[O-2].[Nb+5].[Zn+2].[Pb+2] lead-zinc-niobium oxide